1-methyl-5-nitroso-6-(propylamino)pyrimidine-2,4(1H,3H)-dione CN1C(NC(C(=C1NCCC)N=O)=O)=O